(E)-3-[3-(Difluoromethoxy)-4-methoxyphenyl]-1-(4-hydroxyphenyl)prop-2-en-1-one FC(OC=1C=C(C=CC1OC)/C=C/C(=O)C1=CC=C(C=C1)O)F